O1C(=NC2=C1C=CC=C2)C=2N=C(N(C(C2OC)=O)C)N2C(C1=CC=C(C=C1C(C2)C)C(=O)OC)C2=CC=CC=C2 methyl 2-(4-(benzo[d]oxazol-2-yl)-5-methoxy-1-methyl-6-oxo-1,6-dihydropyrimidin-2-yl)-4-methyl-1-phenyl-1,2,3,4-tetrahydroisoquinoline-6-carboxylate